1-(1-(6-(pyridin-2-yl)pyrimidin-4-yl)-1H-1,2,4-triazol-5-yl)ethan-1-amine hydrochloride Cl.N1=C(C=CC=C1)C1=CC(=NC=N1)N1N=CN=C1C(C)N